C(CCC)(=O)NC=1SC(=C(N1)C)C=1C=CC(=C(C1)S(=O)(=O)N)OC 5-(2-butyrylamino-4-methylthiazol-5-yl)-2-methoxyphenylsulphonamide